aluminum p-aminobenzoate NC1=CC=C(C(=O)[O-])C=C1.[Al+3].NC1=CC=C(C(=O)[O-])C=C1.NC1=CC=C(C(=O)[O-])C=C1